OC1=CC=C(C=C1)C=CC(=O)C1=CC=C(C=C1)OC1=CC=CC=C1 3-(4-Hydroxyphenyl)-1-(4-phenoxyphenyl)prop-2-en-1-one